2-(1H-pyrazol-3-yl)acethydrazide N1N=C(C=C1)CC(=O)NN